C(C)OC(CC(=O)N(CC(C(=O)O)(C)C)C)=O 3-[(3-ethoxy-3-oxopropanoyl)(methyl)amino]-2,2-dimethylpropanoic acid